(9H)-xanthen-3-one C=1CC(C=C2OC3=CC=CC=C3CC12)=O